O1C=CC2=C1C=CC(=C2)C(=O)N2CCN(CC2)C(\C=C\C2=CC=C(C=C2)Br)=O (E)-1-(4-(benzofuran-5-carbonyl)piperazin-1-yl)-3-(4-bromophenyl)prop-2-en-1-one